FC1(OC2=C(O1)C=CC(=C2)[C@@H](C)OC2=NC=CC(=C2)N2N=C(C=1CCCC(C21)=O)C(F)(F)F)F 1-[2-[(1R)-1-(2,2-difluoro-1,3-benzodioxol-5-yl)ethoxy]-4-pyridyl]-3-(trifluoromethyl)-5,6-dihydro-4H-indazol-7-one